The molecule is a cyclic carotene with a beta- and an epsilon-ring at opposite ends respectively. It has a role as a provitamin A and a plant metabolite. It is a cyclic carotene and a carotenoid beta-end group. CC1=C(C(CCC1)(C)C)/C=C/C(=C/C=C/C(=C/C=C/C=C(\\C)/C=C/C=C(\\C)/C=C/C2C(=CCCC2(C)C)C)/C)/C